Zinc-magnesium-aluminum zinc [Zn].[Al].[Mg].[Zn]